rac-(1s,4s)-4-(1,5-dimethylpyrazol-4-yl)-1-methyl-1,2,3,4-tetrahydroisoquinoline CN1N=CC(=C1C)[C@H]1CN[C@H](C2=CC=CC=C12)C |r|